C(C)OCCN1N=CC(=C1)I 1-(ethoxyethyl)-4-iodo-1H-pyrazole